2,5-Bis(1H-imidazol-1-yl)terephthalic acid N1(C=NC=C1)C1=C(C(=O)O)C=C(C(=C1)C(=O)O)N1C=NC=C1